ClC=1C=NC=C(C1[C@@H](C)OC=1C=C2C(=NN(C2=CC1)C1OCCCC1)C=1C=C(C(=NC1)OC)NCC1=CC(=NC=C1)C)Cl 5-(5-((R)-1-(3,5-Dichloropyridin-4-yl)ethoxy)-1-(tetrahydro-2H-pyran-2-yl)-1H-indazol-3-yl)-2-methoxy-N-((2-methylpyridin-4-yl)methyl)pyridin-3-amine